O=C1NC(CCC1N1C(C2=CC=C(C=C2C1=O)N1C(C(N(C(C1([2H])[2H])([2H])[2H])CC1CCN(CC1)C1=CC=C(C=C1)C(=C(CC)C1=CC=CC=C1)C1=CC=C(C=C1)O)([2H])[2H])([2H])[2H])=O)=O 2-(2,6-dioxopiperidin-3-yl)-5-(4-((1-(4-(1-(4-hydroxyphenyl)-2-phenylbut-1-en-1-yl)phenyl)piperidin-4-yl)methyl)piperazin-1-yl-2,2,3,3,5,5,6,6-d8)isoindoline-1,3-dione